4,4,5,5,5-pentafluoropentane-1,3-dione FC(C(CC=O)=O)(C(F)(F)F)F